CC1(CCCN(C1(C)C)CCO)C tetramethyl-1-piperidineethanol